butyl 4-(azetidin-3-yloxymethyl)-4-fluoro-piperidine-1-carboxylate N1CC(C1)OCC1(CCN(CC1)C(=O)OCCCC)F